NCC1=CC=C(C=C1)COC1=CC(=NN1C(C(COC)(C)C)=O)C1C(CN(CC1)CC(=O)N1CCOCC1)C 1-(5-{[4-(aminomethyl)phenyl]methoxy}-3-{3-methyl-1-[2-(morpholin-4-yl)-2-oxoethyl]piperidin-4-yl}-1H-pyrazol-1-yl)-3-methoxy-2,2-dimethylpropan-1-one